C(C)N1CCC(CC1)CCCCC1CCN(CC1)CC 1-ethyl-4-[4-(1-ethyl-4-piperidyl)butyl]piperidine